P(O)(=O)(OP(=O)(O)OP(=O)(O)O)OC[C@@H]1[C@H]([C@H]([C@@H](O1)N1C(=O)N=C(N)C=C1)N)O 2'-amino-2'-deoxycytidin-5'-triphosphate